N[C@]1(CN(CCC1)C=1C=NC(=CC1CN1C2=NC=NC(=C2N=C1)N)C=1C=C2C=NN(C2=CC1F)C)[C@@H](C(F)F)O (S)-1-((R)-3-amino-1-(4-((6-amino-9H-purin-9-yl)methyl)-6-(6-fluoro-1-methyl-1H-indazol-5-yl)pyridin-3-yl)piperidin-3-yl)-2,2-difluoroethan-1-ol